(2S,4R)-N-{[4-bromo-2-(piperidin-4-yloxy)phenyl]methyl}-4-hydroxy-1-[3-methyl-2-(3-methyl-1,2-oxazol-5-yl)butanoyl]pyrrolidine-2-carboxamide BrC1=CC(=C(C=C1)CNC(=O)[C@H]1N(C[C@@H](C1)O)C(C(C(C)C)C1=CC(=NO1)C)=O)OC1CCNCC1